Cl.C(#N)C1=NC=C(C(=C1)NC(=O)C=1C(=NN(C1)C)OC)N1CCNCC1 N-(2-cyano-5-(piperazin-1-yl)pyridin-4-yl)-3-methoxy-1-methyl-1H-pyrazole-4-carboxamide hydrochloride